N-ethyl-4-((3-(4-(((3S,4R)-3-fluoro-1-methylpiperidin-4-yl)amino)-1-(2,2,2-trifluoroethyl)-1H-indol-2-yl)prop-2-yn-1-yl)amino)-3-methoxy-N-methylbenzamide C(C)N(C(C1=CC(=C(C=C1)NCC#CC=1N(C2=CC=CC(=C2C1)N[C@H]1[C@H](CN(CC1)C)F)CC(F)(F)F)OC)=O)C